C(=O)C1CC2(C1)CCN(CC2)C(=O)OCC2=CC=CC=C2 benzyl 2-formyl-7-azaspiro[3.5]nonane-7-carboxylate